C1OCCC12CN(CCC2)CCCOC=2C(=C(C=CC2)C2=C(C=CC=C2)C)C (3-(2-oxa-7-azaspiro[4.5]decan-7-yl)propoxy)-2,2'-dimethyl-[1,1'-biphenyl]